[Li+].N(C)CC(=O)[O-] sarcosine lithium salt